2-(1-methyl-3-(m-tolyl)ureido)-5-oxo-5H-thieno[3,2-b]pyran-6-carboxylic acid CN(C(=O)NC=1C=C(C=CC1)C)C1=CC=2OC(C(=CC2S1)C(=O)O)=O